[3-[4-(4-Bromophenyl)-4-oxo-butanoyl]phenyl] acetate C(C)(=O)OC1=CC(=CC=C1)C(CCC(=O)C1=CC=C(C=C1)Br)=O